3-(5-(((1R,2R,3S)-2-(diethylamino)-3-methylcyclopentyl)oxy)-1-oxoisoindolin-2-yl)piperidine-2,6-dione C(C)N([C@H]1[C@@H](CC[C@@H]1C)OC=1C=C2CN(C(C2=CC1)=O)C1C(NC(CC1)=O)=O)CC